(7,7-dimethyl-8-oxo-8-undecoxy-octyl) (2S,4S)-4-hydroxypyrrolidine-2-carboxylate O[C@H]1C[C@H](NC1)C(=O)OCCCCCCC(C(OCCCCCCCCCCC)=O)(C)C